(7-(3-Fluoro-5-methylphenyl)-2-azaspiro[3.5]nonan-2-yl)((1s,3s)-3-hydroxy-3-methylcyclobutyl)methanone FC=1C=C(C=C(C1)C)C1CCC2(CN(C2)C(=O)C2CC(C2)(C)O)CC1